CC1(CCC2=CC=CC=C12)N 1-methylindan-1-amine